BrC=1C=NC(=NC1)CN1C2=C(C=CC3=C1C=CC=C3)C=C(C=C2)C#N 5-((5-bromopyrimidin-2-yl)methyl)-5H-dibenzo[b,f]azepine-2-carbonitrile